N1=CN=CC2=C1C=NC=N2 PYRIMIDO[5,4-d]PYRIMIDINE